COC(=O)[C@@H]1CC2=C(CN1P(=O)C(=O)OC(C)(C)C)NC=N2 (6S)-5-tert-Butoxycarbonylphosphinyl-4,5,6,7-tetrahydro-3H-imidazo[4,5-c]pyridine-6-carboxylic acid methyl ester